2-(2-(4,4-dimethyltetrahydrofuran-3-yl)-5-fluorophenyl)-2-(3-((5-(5,6,7,8-tetrahydro-1,8-naphthyridin-2-yl)pentyl)oxy)azetidin-1-yl)acetic acid CC1(C(COC1)C1=C(C=C(C=C1)F)C(C(=O)O)N1CC(C1)OCCCCCC1=NC=2NCCCC2C=C1)C